FC(C(=O)O)(F)F.FC1(CNCC1)F 3,3-difluoropyrrolidine 2,2,2-trifluoroacetate salt